C1(CC1)C=1SC=2C(N(CC3(CC3)C2N1)CC(=O)NC1=NC=CC=N1)=O 2-(2-Cyclopropyl-4-oxo-spiro[6H-thiazolo[5,4-c]pyridine-7,1'-cyclopropane]-5-yl)-N-pyrimidin-2-yl-acetamide